1-(5-(2,2-difluorobenzo[d][1,3]dioxol-5-yl)-1H-indol-3-yl)-3-(4-(trifluoromethyl)phenyl)urea FC1(OC2=C(O1)C=CC(=C2)C=2C=C1C(=CNC1=CC2)NC(=O)NC2=CC=C(C=C2)C(F)(F)F)F